ClC=1C=CC(=C(C1)/C(/C#N)=C/C1=C(C(=CC=C1)Cl)Cl)F (Z)-2-(5-chloro-2-fluorophenyl)-3-(2,3-dichlorophenyl)acrylonitrile